NC(CN1CC2=CC(=CC=C2[C@H](C1)C)NC(=O)C1=CC(=CC=2N=CNC21)C(F)(F)F)=O N-[(4R)-2-(2-amino-2-oxo-ethyl)-4-methyl-3,4-dihydro-1H-isoquinolin-7-yl]-6-(trifluoromethyl)-3H-benzimidazole-4-carboxamide